C(C)(=O)N1CC2=C(CC1)N(N=C2N2CCCC1=CC(=C(C=C21)C(F)F)C(=O)O)C2CCOCC2 1-[5-acetyl-1-(oxan-4-yl)-4H,6H,7H-pyrazolo[4,3-c]pyridin-3-yl]-7-(difluoromethyl)-3,4-dihydro-2H-quinoline-6-carboxylic acid